N-(2-aminophenyl)-4-(3-(4-((((1S,2R)-2-(1-phenyl-1H-pyrazol-4-yl)cyclopropyl)amino)methyl)piperidin-1-yl)propyl)benzamide NC1=C(C=CC=C1)NC(C1=CC=C(C=C1)CCCN1CCC(CC1)CN[C@@H]1[C@H](C1)C=1C=NN(C1)C1=CC=CC=C1)=O